FC(C1=NC=CC(=C1)C=O)(F)F 2-(trifluoromethyl)pyridine-4-carbaldehyde